4-Fluorobenzyl-6'-fluoro-4'-oxo-3',4'-dihydro-1'H-spiro[piperidine-4,2'-quinoline]-1-carboxylic acid FC1=CC=C(CN2C3(CC(C4=CC(=CC=C24)F)=O)CCN(CC3)C(=O)O)C=C1